CC1C=2N(CCN1)C(=NN2)C2=NC(=NS2)C 5,6,7,8-tetrahydro-8-methyl-3-(3-methyl-1,2,4-thiadiazol-5-yl)-1,2,4-triazolo[4,3-a]pyrazine